3-[1-[(6-Chloro-3-pyridyl)methyl]-2-pyridyliden]-1,1,1-trifluoro-propan-2-on ClC1=CC=C(C=N1)CN1C(C=CC=C1)=CC(C(F)(F)F)=O